3-(ETHYLTHIO)BUTANAL C(C)SC(CC=O)C